(4S)-7-(3,5-dimethylisoxazol-4-yl)-4-pyridin-2-yl-4,5-dihydroimidazo[1,5,4-de][1,4]benzoxazin CC1=NOC(=C1C1=CC=C2C=3N([C@H](COC31)C3=NC=CC=C3)C=N2)C